ClC=1C(=CC=C2N=CC(=NC12)C=1C=NN(C1)C(CO)(C)C)OC1=CC2=C(N=C(N2COCC[Si](C)(C)C)C)C=C1 2-[4-[8-chloro-7-[2-methyl-3-(2-trimethylsilylethoxymethyl)benzimidazol-5-yl]oxy-quinoxalin-2-yl]pyrazol-1-yl]-2-methyl-propan-1-ol